3,13-octadecadien-1-yl acetate ((E,Z)-3,13-octadecadien-1-yl acetate) C(C\C=C\CCCCCCCC\C=C/CCCC)CC(=O)O.C(C)(=O)OCCC=CCCCCCCCCC=CCCCC